OC1(CC(C1)C)NC(CN1C(C2=CC=C(C=C2[C@]2([C@@H](C2)F)C1)C1(CC1)F)=O)=O N-(3-cis-hydroxy-3-methylcyclobutyl)-2-[(2'R,4S)-2'-fluoro-6-(1-fluorocyclopropyl)-1-oxospiro[3H-isoquinoline-4,1'-cyclopropane]-2-yl]acetamide